ClC1=NN=C2N1C1=CC=CC=C1C(=N2)N(C)C2=CC(=CC=C2)C=2C=NC(=CC2)C(C)(F)F chloro-N-(3-(6-(1,1-difluoroethyl)pyridin-3-yl)phenyl)-N-methyl-[1,2,4]triazolo[4,3-a]quinazolin-5-amine